[Br].CC(C1=CC=CC=C1)N alpha-methylbenzylamine bromine